CC1=C(C=CC=C1C(F)(F)F)C(C)NC1=NC=2N(C3=CC=C(C=C13)N1CCNCC1)C=NN2 [1-(2-methyl-3-trifluoromethyl-phenyl)-ethyl]-(7-piperazin-1-yl-[1,2,4]triazolo[4,3-a]quinazolin-5-yl)-amine